N,N-diethyl-sulfonamide C(C)N(S(=O)=O)CC